2-[4-(1,3-benzodiazol-5-yl)-2-(1,1-dimethylethyl)-1H-imidazol-5-yl]-6-methyl-pyridine N1C=NC2=C1C=CC(=C2)C=2N=C(NC2C2=NC(=CC=C2)C)C(C)(C)C